C(C)(C)(C)OC(=O)N1CCC(CC1)=C(C=1C=NC=CC1)C1=CC(=CC=C1)S(=O)(=O)C 4-[(3-methylsulfonylphenyl)-(3-pyridinyl)methylene]Piperidine-1-carboxylic acid tert-butyl ester